C(C)(=O)NC1=CC(=C(C=N1)C1=NN2C(CN(CC2)C(=O)OC(C)(C)C)=C1)NC1=NC(=NC(=C1)C)C(C)(F)F tert-butyl 2-(6-acetamido-4-((2-(1,1-difluoroethyl)-6-methylpyrimidin-4-yl) amino) pyridin-3-yl)-6,7-dihydropyrazolo[1,5-a]pyrazine-5(4H)-carboxylate